3-methylthiazol-2-carboxamide CN1C(SC=C1)C(=O)N